C(=O)OC1CCNCCC1 azepan-4-ol Formate